C(C)(C)(C)OC(=O)C1=NC=CN=C1 Pyrazine-2-carboxylic acid tert-butyl ester